[Si](C)(C)(C(C)(C)C)OC1C=2C=CC(=NC2CCC1)COC1=NN=C(S1)NC(=O)C=1C=NC(=CC1C1=C(C=CC=C1OC)F)C N-(5-((5-((tert-butyldimethylsilyl)oxy)-5,6,7,8-tetrahydroquinolin-2-yl)methoxy)-1,3,4-thiadiazol-2-yl)-4-(2-fluoro-6-methoxyphenyl)-6-methylpyridine-3-carboxamide